Tert-butyl-(2S,6S)-4-(1-(5-(difluoromethyl)-1,3,4-thiadiazol-2-yl)-6-(N-(1-methylcyclopropyl)sulfamoyl)-1H-indazol-4-yl)-2,6-dimethylpiperazine-1-carboxylate C(C)(C)(C)OC(=O)N1[C@H](CN(C[C@@H]1C)C1=C2C=NN(C2=CC(=C1)S(NC1(CC1)C)(=O)=O)C=1SC(=NN1)C(F)F)C